C(CCCCC)C1CC(CC(C1)(C#N)C)(C)C 5-(n-hexyl)-1,3,3-trimethylcyclohexanecarbonitrile